OCCNS(=O)(=O)C1=CC=CC2=CC=CC=C12 N-(2-hydroxyethyl)naphthalene-1-sulfonamide